C(C1=CC=CC=C1)N1CCC(CC1)(F)\C=C/1\C(C2=CC=C(C=C2C1)C=1CCN(CC1)CC1=CNC2=CC=C(C=C12)C#N)=O (E)-3-((4-(2-((1-benzyl-4-fluoropiperidin-4-yl)methylene)-1-oxo-2,3-dihydro-1H-inden-5-yl)-3,6-dihydropyridin-1(2H)-yl)methyl)-1H-indole-5-carbonitrile